P(=O)(O)(O)CC(=O)OCCCCCCOC(C=C)=O acryloyloxyhexyl phosphonoacetate